(E)-ethyl 3-(1-(3,5-bis(trifluoromethyl) benzyl)-4-chloro-1H-pyrrolo[2,3-b]pyridin-3-yl)-2-cyanoacrylate FC(C=1C=C(CN2C=C(C=3C2=NC=CC3Cl)/C=C(/C(=O)OCC)\C#N)C=C(C1)C(F)(F)F)(F)F